(E)-8-bromo-6-chloro-3,4-dihydronaphthalen-1(2H)-one O-methyl oxime CO\N=C\1/CCCC2=CC(=CC(=C12)Br)Cl